(3R,4R)-N-[5-chloro-7-(sec-butyl)imidazo[4,3-f][1,2,4]triazin-2-yl]-3-fluoro-1-methanesulfonylpiperidin-4-amine ClC=1N=C(N2N=C(N=CC21)N[C@H]2[C@@H](CN(CC2)S(=O)(=O)C)F)C(C)CC